C(C)C(CP(OC1=CC=CC=C1)(OC1=CC=CC=C1)[O-])CCCC diphenyl 2-Ethylhexylphosphite